(2S)-2-(tert-butoxycarbonylamino)-4-[2-phenoxyethyl-[4-(5,6,7,8-tetrahydro-1,8-naphthyridin-2-yl)butyl]amino]butanoic acid C(C)(C)(C)OC(=O)N[C@H](C(=O)O)CCN(CCCCC1=NC=2NCCCC2C=C1)CCOC1=CC=CC=C1